CC1(CCCC1)C(O)([2H])[2H] (1-methylcyclopentyl)methan-d2-ol